4-bromo-2-(fluoromethoxy)benzonitrile BrC1=CC(=C(C#N)C=C1)OCF